6-[6-(difluoromethyl)pyridin-3-yl]-N-[(cis)-4-methyltetrahydrofuran-3-yl]-3-oxo-2-(pyridin-3-yl)-2,3-dihydropyridazine-4-carboxamide FC(C1=CC=C(C=N1)C=1C=C(C(N(N1)C=1C=NC=CC1)=O)C(=O)N[C@@H]1COC[C@@H]1C)F